C1(CCCCC1)NC(C(=O)N[C@H](C(=O)N[C@@H](C[C@H]1C(NCC1)=O)C(CO)=O)CC(C)C)=O N1-cyclohexyl-N2-((S)-1-(((S)-4-hydroxy-3-oxo-1-((S)-2-oxopyrrolidin-3-yl)butan-2-yl)amino)-4-methyl-1-oxopentan-2-yl)oxalamide